2,4-dichloropyrimidine-5-carbonitrile ClC1=NC=C(C(=N1)Cl)C#N